Sodium (E)-2-cyano-3-(1-(pyridin-2-ylmethyl)-1H-pyrrolo[2,3-b]pyridin-3-yl)acrylate C(#N)/C(/C(=O)[O-])=C\C1=CN(C2=NC=CC=C21)CC2=NC=CC=C2.[Na+]